3-[4-[1-(2-hydroxyethyl)-4-piperidyl]phenyl]piperidine-2,6-dione OCCN1CCC(CC1)C1=CC=C(C=C1)C1C(NC(CC1)=O)=O